FC(OC1=CC=C(C=C1)CS(=O)(=O)Cl)(F)F (4-(trifluoromethoxy)phenyl)methanesulfonyl chloride